C(C)(=O)O.COC([C@H](CC)N)=O (S)-2-aminobutyric acid methyl ester acetate